C(#C)C=1C(=C(NC=2C3=C(N=CN2)C=CC(=N3)N3CC(C3)N(C(C=C)=O)C)C=CC1)F N-[1-[4-(3-ethynyl-2-fluoro-anilino)pyrido[3,2-d]pyrimidin-6-yl]azetidin-3-yl]-N-methyl-prop-2-enamide